CC=1N(C(=CC1)C)C=1C=CC(=C(C1)C1(COC1)O)F 3-(5-(2,5-dimethyl-1H-pyrrol-1-yl)-2-fluorophenyl)oxetan-3-ol